N-((2-(6-((cis)-2,6-dimethylmorpholino)-4-fluoropyridin-2-yl)-1,6-naphthyridin-7-yl)methyl)-3-((2-hydroxyethyl)thio)-4-methylbenzamide C[C@@H]1O[C@@H](CN(C1)C1=CC(=CC(=N1)C1=NC2=CC(=NC=C2C=C1)CNC(C1=CC(=C(C=C1)C)SCCO)=O)F)C